C(C)(C)(C)OC(NCC1=C2CCCOC2=CC=C1F)=O ((6-fluoro-chroman-5-yl)methyl)carbamic acid tert-butyl ester